(12R)-13-ethyl-8-methoxy-12-methyl-12,13,15,16,17,18,20,21-octahydro-14H-6,23-(azeno)-11,7-(metheno)imidazo[2,1-f][1,4,7,13,16,18]dioxatetra-azacyclohenicosin-14-one C(C)N1[C@@H](C=2N=CC(=C(C3=CN4C(C(OCCOCCCNC1=O)=N3)=NC=C4)C2)OC)C